NC=1N=NC(=CC1N1CCN(CC1)CC1CCN(CC1)C=1C=C2C(N(C(C2=CC1)=O)N1C(NC(CC1)=O)=O)=O)C1=C(C=CC=C1)O 5-(4-((4-(3-amino-6-(2-hydroxyphenyl)pyridazin-4-yl)piperazin-1-yl)methyl)piperidin-1-yl)-2-(2,4-dioxotetrahydropyrimidin-1(2H)-yl)isoindoline-1,3-dione